tert-butyl N-[(5S)-1'-(7-bromo-6-methyl-pyrazolo[1,5-a]pyrazin-4-yl)-3-fluoro-spiro[5,7-dihydrocyclopenta[b]pyridine-6,4'-piperidine]-5-yl]carbamate BrC1=C(N=C(C=2N1N=CC2)N2CCC1(CC2)[C@@H](C=2C(=NC=C(C2)F)C1)NC(OC(C)(C)C)=O)C